NC1=NC(=C(C(=C1C#N)C1=CC(=CC=C1)C=1C=NC=CC1)C#N)N1CCCCC1 2-amino-6-(piperidin-1-yl)-4-(3-(pyridin-3-yl)phenyl)pyridine-3,5-dicarbonitrile